BrC=1C=C(C=CC1)SC=1N=CC(=NC1)N1CCC(CC1)CN (1-(5-((3-bromophenyl)thio)pyrazin-2-yl)piperidin-4-yl)methylamine